O[C@H]1[C@H](CCCC1)NC(C(=O)N)=CC ((1S,2R)-2-hydroxy-cyclohexylamino)but-2-enamide